C1(=CC=CC=C1)P([C-]1C=CC=C1)C1=CC=CC=C1.[CH-]1C=CC=C1.[Fe+2] 1-(diphenylphosphino)ferrocene